2-(3,5-dichloropyridin-2-yl)acetic acid ClC=1C(=NC=C(C1)Cl)CC(=O)O